2-(2-Ethoxy-2-oxido-5-(phenylselanyl)-3,4-dihydro-1,2-oxaphosphinin-6-yl)-4-fluorobenzonitrile C(C)OP1(OC(=C(CC1)[Se]C1=CC=CC=C1)C1=C(C#N)C=CC(=C1)F)=O